ClC=1C=C(C=C2C(=C(C=NC12)C#N)NC1=C(C(=CC=C1F)Cl)F)N[C@@]([2H])(C=1C=NC(=CC1)F)C=1N=NN(C1)C1CC1 (S)-8-chloro-4-((3-chloro-2,6-difluorophenyl)amino)-6-(((1-cyclopropyl-1H-1,2,3-triazol-4-yl)(6-fluoropyridin-3-yl)methyl-d)amino)quinoline-3-carbonitrile